(tert-butoxycarbonyl)-L-alanine (2s,3s)-3-phenylbutan-2-yl ester C1(=CC=CC=C1)[C@@H]([C@H](C)OC([C@@H](NC(=O)OC(C)(C)C)C)=O)C